5-[[2-[[1-(2-methoxyacetyl)-3,4-dihydro-2H-quinolin-6-yl]oxy]acetyl]amino]pentyl 4-methylbenzenesulfonate CC1=CC=C(C=C1)S(=O)(=O)OCCCCCNC(COC=1C=C2CCCN(C2=CC1)C(COC)=O)=O